4,4'-dithiodibutyric acid anhydride C1(CCCSSCCCC(=O)O1)=O